C(C1=CC=CC=C1)[N+]1(CCCCC1)CC(=O)NC1=CC=C(C=C1)N(CCCC)C(=O)OC(C)(C)C 1-benzyl-1-(2-((4-((tert-butoxycarbonyl)(butyl)Amino)Phenyl)Amino)-2-oxoethyl)Piperidin-1-ium